C(C)OC=1C(=NC(=C(C1)N1[C@@H](CN(CC1)C(=O)C1(CCCCC1)C(F)(F)F)CC)C(=O)N[C@H]1CNCC1)C=1C=NC=CC1 ethoxy-5-[(2R)-2-ethyl-4-[1-(trifluoromethyl)cyclohexanecarbonyl]piperazin-1-yl]-N-[(3R)-pyrrolidin-3-yl]-[2,3'-bipyridine]-6-carboxamide